N-(3-Cyano-4-fluorophenyl)-4-(5-hydroxy-5-(1-methyl-3-(2,2,2-trifluoro-1-hydroxyethyl)-1H-pyrazol-5-yl)octahydropentalen-2-yl)-1-methyl-1H-imidazole-5-carboxamide C(#N)C=1C=C(C=CC1F)NC(=O)C1=C(N=CN1C)C1CC2CC(CC2C1)(C1=CC(=NN1C)C(C(F)(F)F)O)O